ClC1=C(C=CC(=C1)C1=NOC2(C1)CCN(CC2)OC)NC(=O)N[C@@H](C)C=2N(N=CN2)C2=NC=CC=N2 1-[2-chloro-4-(8-methoxy-1-oxa-2,8-diazaspiro[4.5]dec-2-en-3-yl)phenyl]-3-[(1S)-1-(2-pyrimidin-2-yl-1,2,4-triazol-3-yl)ethyl]urea